C(=C)(C)C1=C(C=CC(=C1)O)O 2-isopropenyl-benzene-1,4-diol